C(C)(C)(C)OC(=O)N1CCC(=CC1)C1=NC(=C(C(=C1)Cl)N)C#C[Si](C)(C)C 4-[5-amino-4-chloro-6-(2-trimethylsilylethynyl)-2-pyridinyl]-3,6-dihydro-2H-pyridine-1-carboxylic acid tert-butyl ester